1-(((2s,3r)-3-ethyl-5-oxopyrrolidin-2-yl)methoxy)-8,9-dihydrofuro[2,3-h]isoquinoline-6-carbonitrile C(C)[C@H]1[C@H](NC(C1)=O)COC1=NC=CC2=CC(=C3C(=C12)CCO3)C#N